(R)-1-(1-acryloylpyrrolidin-3-yl)-3-(4-(3-fluoro-2-methoxyphenoxy)phenyl)-1H-imidazo[4,5-c]pyridin-2(3H)-one C(C=C)(=O)N1C[C@@H](CC1)N1C(N(C=2C=NC=CC21)C2=CC=C(C=C2)OC2=C(C(=CC=C2)F)OC)=O